tert-butyl (3-(2,2-difluoro-1-hydroxyethyl)-1-(6-(2,5-difluoro-4-methoxyphenyl)-4-(hydroxymethyl)pyridin-3-yl)piperidin-3-yl)carbamate FC(C(O)C1(CN(CCC1)C=1C=NC(=CC1CO)C1=C(C=C(C(=C1)F)OC)F)NC(OC(C)(C)C)=O)F